1-(3-(6-chloro-7-fluoro-3-(1H-imidazol-1-yl)-5-methoxy-1-methyl-1H-indol-2-yl)-1H-1,2,4-triazol-5-yl)pyrrolidin-3-ol ClC1=C(C=C2C(=C(N(C2=C1F)C)C1=NNC(=N1)N1CC(CC1)O)N1C=NC=C1)OC